benzyl (2R,3S,4S)-3,4-bis(benzyloxy)-2-(pyridin-3-ylmethyl)pyrrolidine-1-carboxylate C(C1=CC=CC=C1)O[C@H]1[C@H](N(C[C@@H]1OCC1=CC=CC=C1)C(=O)OCC1=CC=CC=C1)CC=1C=NC=CC1